6-fluorobenzo[b]thiophen-3-amine FC=1C=CC2=C(SC=C2N)C1